3-(4-(3-((S)-2-(6-chloro-3H-spiro[isobenzofuran-1,4'-piperidine]-1'-carbonyl)pyrrolidin-1-yl)propoxy)-1-oxoisoindolin-2-yl)piperidine-2,6-dione ClC1=CC=C2COC3(CCN(CC3)C(=O)[C@H]3N(CCC3)CCCOC3=C4CN(C(C4=CC=C3)=O)C3C(NC(CC3)=O)=O)C2=C1